C(C[C@@H](C(=O)O)N)CNC(=O)CCl N-δ-chloroacetyl-L-ornithine